10-Carboxy-N,N,N-Trimethyldecan-1-Aminium Bromide [Br-].C(=O)(O)CCCCCCCCCC[N+](C)(C)C